ClC=1C(=NC=CN1)[C@@H](C)N1CC2=CC=CC=C2C1 |r| (rac)-2-[1-(3-Chloropyrazin-2-yl)ethyl]-1H-isoindole